C(CCCCCCC)C(CCCCCCCC)OC(CCCCCCCOC(=O)[C@H]1N(C[C@H](C1)OC(CCN(C)C)=O)CCCCCC(=O)OC(CCCCCCCC)CCCCCC)=O [8-(1-octylnonoxy)-8-oxo-octyl](2S,4S)-4-[3-(dimethylamino) propanoyloxy]-1-[6-(1-hexylnonoxy)-6-oxo-hexyl]pyrrolidine-2-carboxylate